(15alpha,16alpha,17beta)-ESTRA-1,3,5(10)-TRIENE-3,15,16,17-TETROL C[C@@]12[C@H]([C@@H]([C@@H]([C@H]1[C@@H]1CCC=3C=C(C=CC3[C@H]1CC2)O)O)O)O